FC1=CC(=C(C(=C1)C1=CC(=NC=C1)OC)NC=1OC(CN1)(C(=O)O)C1=NOC=C1)C(C)C 2-((4-fluoro-2-isopropyl-6-(2-methoxypyridin-4-yl)phenyl)amino)-5-(isoxazol-3-yl)-4,5-dihydrooxazole-5-carboxylic acid